C1(CC1)CN1CCCC1 (cyclopropylmethyl)pyrrolidine